[1-{tert-butoxycarbonyl}piperidin-4-yl]acetic acid C(C)(C)(C)OC(=O)N1CCC(CC1)CC(=O)O